o-hydroxyphenyl-ketene OC1=C(C=CC=C1)C=C=O